NC1=NC(=CC2=C1C(NN2C2=CC(=CC=C2)OC)=O)NC2=NC(=NC(=C2)C)C 4-amino-6-((2,6-dimethylpyrimidin-4-yl)amino)-1-(3-methoxyphenyl)-1,2-dihydro-3H-pyrazolo[4,3-c]pyridin-3-one